6-(3-methylimidazo[4,5-c]pyridin-7-yl)pyrazine-2-carboxamide CN1C=NC2=C1C=NC=C2C2=CN=CC(=N2)C(=O)N